FC(C(=O)O)(F)F.CN1N=CC(=C1)CN1C(N(C2=C(C1=O)C=C(S2)S(=O)(=O)NC2(CC2)C)C2CCNCC2)=O 3-((1-methyl-1H-pyrazol-4-yl)methyl)-N-(1-methylcyclopropyl)-2,4-dioxo-1-(piperidin-4-yl)-1,2,3,4-tetrahydrothieno[2,3-d]pyrimidine-6-sulfonamide trifluoroacetic acid salt